C(C)C1=C(C=C(C=C1)N)N 4-ethylbenzene-1,3-diamine